NC=1C2=C(N=CN1)N(C=C2C=2C(=C(C=CC2)NS(=O)(=O)C2=CC=C(C=C2)C(F)(F)F)F)C N-[3-(4-amino-7-methyl-7H-pyrrolo[2,3-d]pyrimidin-5-yl)-2-fluoro-phenyl]-4-trifluoromethyl-benzenesulfonamide